ClC1=CC=C(C=C1)[C@@]1(N(C(C2=CC(=CC(=C12)F)C(C)(C)O)=O)CC=1N=NC(=CC1)C)OC([2H])([2H])C1(CC1)C([2H])([2H])O (3R)-3-(4-chlorophenyl)-4-fluoro-3-({1-[hydroxy(2H2)methyl]cyclopropyl}(2H2)methoxy)-6-(2-hydroxypropan-2-yl)-2-[(6-methylpyridazin-3-yl)methyl]-2,3-dihydro-1H-isoindol-1-one